N1=C(C=CC=C1)CN1CCN(C2=CC=CC=C12)C(CN1CCCC1)=O 1-(4-(pyridin-2-ylmethyl)-3,4-dihydroquinoxaline-1(2H)-yl)-2-(pyrrolidin-1-yl)ethan-1-one